dodecyl-amine C(CCCCCCCCCCC)N